(tetrahydrofuran-3-yl)pyrrolidine-2,4-dicarboxamide O1CC(CC1)N1C(CC(C1)C(=O)N)C(=O)N